CC1=C(C=NC(=C1)N1N=C(C=C1)CN1C[C@H](OCC1)C=1C(=C2COC(C2=CC1)=O)C)C#N (R)-4-methyl-6-(3-((2-(4-methyl-1-oxo-1,3-dihydroisobenzofuran-5-yl)morpholino)methyl)-1H-pyrazol-1-yl)pyridine-3-carbonitrile